5-(6-fluoropyridin-3-yl)-4-methoxy-N-(4-((4-methylpiperazin-1-yl)methyl)phenyl)-7H-pyrrolo[2,3-d]pyrimidin-2-amine FC1=CC=C(C=N1)C1=CNC=2N=C(N=C(C21)OC)NC2=CC=C(C=C2)CN2CCN(CC2)C